O1CCC(=CC1)C1=C(C=CC=C1)C=1CCN(CC1)C(=O)OC(C)(C)C tert-butyl 4-(2-(3,6-dihydro-2H-pyran-4-yl)phenyl)-3,6-dihydropyridine-1(2H)-carboxylate